4-[(3-chloro-5-methoxyphenyl)amino]-6-[(1H-indol-6-yl)amino]pyridine-2-carbonitrile ClC=1C=C(C=C(C1)OC)NC1=CC(=NC(=C1)NC1=CC=C2C=CNC2=C1)C#N